CN(C(OC1=CC2=CC=CC(=C2C=C1)N(C)C)=S)C O-[[5-(dimethylamino)-2-naphthyl]] N,N-dimethylcarbamothioate